ClCC(=O)C1=C(N(C=2C1=NC=C(C2)C(CC(=O)OCC)C)C2=CC=C(C=C2)C#N)C Ethyl 3-[3-(2-Chloro-acetyl)-1-(4-cyano-phenyl)-2-methyl-1H-pyrrolo[3,2-b]pyridin-6-yl]-butanoate